N-methyl-4-(7H-purin-6-yl)-3,4-dihydro-2H-1,4-thiazine-6-carboxamide CNC(=O)C1=CN(CCS1)C1=C2NC=NC2=NC=N1